(3-bromo-2-fluorophenyl)(pyridin-4-yl)methanone-d 2-methylpropan-2-yl{[(3R)-1-[5-amino-2-(prop-2-yl)indazol-4-yl]-3-methyltetrahydro-1H-pyrrol-3-yl]amino}methanoate CC(C)(C)OC(=O)N[C@]1(CN(CC1)C=1C2=CN(N=C2C=CC1N)C(C)C)C.BrC=1C(=C(C=CC1)C1=NC=CC(=C1)C(=O)[2H])F